ClCC=O 2-chloroethan-1-one